C(N1C(C2=C(CCC1)C=CC=N2)=O)([2H])([2H])[2H] 8-(methyl-d3)-5,6,7,8-tetrahydro-9H-pyrido[2,3-C]azepin-9-one